C(C)OC(=O)C=1N=CN(C1)[C@@H](C)CC(C)C 1-[(2S)-4-methylpentan-2-yl]-1H-imidazole-4-carboxylic acid ethyl ester